CCC(C#C)=O methyl-butynone